(R)-2-(difluoromethyl)-N-(5-(5-(methoxymethyl)-1,2,4-oxadiazol-3-yl)-2,3-dihydro-1H-inden-1-yl)isonicotinamide FC(C=1C=C(C(=O)N[C@@H]2CCC3=CC(=CC=C23)C2=NOC(=N2)COC)C=CN1)F